N1(CCOCC1)CCCOC1=NC=CC(=N1)NC1=CC(=C(C=C1)OC1=CC(=CC=C1)C(F)(F)F)Cl 2-(3-(morpholinyl)propoxy)-4-(3-chloro-4-(3-(trifluoromethyl)phenoxy)phenylamino)pyrimidine